OC[C@@]12CCC[C@H]1[C@@H]1CCC3=CCCC[C@]3(C)[C@H]1CC2 hydroxy-4-androstene